COC(C1=CC(=CC(=C1)S[Si](C(C)C)(C(C)C)C(C)C)OC(F)F)=O 3-(difluoromethoxy)-5-[(triisopropylsilyl)sulfanyl]Benzoic acid methyl ester